C(C)C1=C(C=CC=C1)S(=O)(=O)Cl 2-ethylphenylsulfonyl chloride